5-isopropyl-4-bromoaniline C(C)(C)C=1C(=CC=C(N)C1)Br